NC1(CCC2(C(=CC3=C(C(=CC=C23)Cl)F)Br)CC1)C(=O)O 4-amino-2'-bromo-5'-chloro-4'-fluorospiro[cyclohexane-1,1'-indene]-4-carboxylic acid